3-(4-(2-((3R,5R,8R,9R,10S,13S,14S,17S)-3-hydroxy-3,13-dimethylhexadecahydro-1H-cyclopenta[a]phenanthren-17-yl)-2-oxoethyl)-5-oxo-4,5-dihydro-1H-tetrazol-1-yl)propanenitrile O[C@@]1(CC[C@@H]2[C@H]3CC[C@@]4([C@H](CC[C@H]4[C@@H]3CC[C@@H]2C1)C(CN1N=NN(C1=O)CCC#N)=O)C)C